Benzyl ((2R,3R)-2-methoxy-5-oxotetrahydrofuran-3-yl)carbamate CO[C@@H]1OC(C[C@H]1NC(OCC1=CC=CC=C1)=O)=O